N-(5-cyclopropyl-2-morpholinothiazolo[4,5-b]pyridin-6-yl)-6-(1-(tetrahydro-2H-pyran-2-yl)-1H-pyrazol-4-yl)pyridine-2-carboxamide C1(CC1)C1=C(C=C2C(=N1)N=C(S2)N2CCOCC2)NC(=O)C2=NC(=CC=C2)C=2C=NN(C2)C2OCCCC2